1,3-Dimethyl-5-[4-((S)-1-pyrrolidin-1-yl-ethyl)-phenyl]-1H-pyridin-2-one CN1C(C(=CC(=C1)C1=CC=C(C=C1)[C@H](C)N1CCCC1)C)=O